ClC1=CC(=C(C=C1)C1=NC(=NC2=C1N=C(N(C2=O)C)C)N2C[C@@H](O[C@@H](C2)C)C=2C=NN(C2)C2CC2)F 8-(4-chloro-2-fluoro-phenyl)-6-[(2S,6R)-2-(1-cyclopropylpyrazol-4-yl)-6-methyl-morpholin-4-yl]-2,3-dimethyl-pyrimido[5,4-d]pyrimidin-4-one